COC=1C(C(=C(C(C1OC)=O)C)C\C=C(\CC\C=C(\CCC=C(C)C)/C)/C)=O 2,3-dimethoxy-5-methyl-6-((2E,6E)-3,7,11-trimethyldodeca-2,6,10-trienyl)cyclohexa-2,5-diene-1,4-dione